[Co].ClC=1C=C(C(=NC1C=1OC=C(N1)C1=CC=CC=C1)C=1OC=C(N1)C1=CC=CC=C1)Cl dichloro[2,6-bis[4-(R)-phenyl-2-oxazolyl]pyridine] cobalt